(2Z,4E,6E,8E)-9-(3-(1H-imidazol-1-yl)-2,6,6-trimethylcyclohex-1-en-1-yl)-3,7-dimethyl-N-(3-sulfamoylbenzyl)nona-2,4,6,8-tetraenamide N1(C=NC=C1)C1C(=C(C(CC1)(C)C)/C=C/C(=C/C=C/C(=C\C(=O)NCC1=CC(=CC=C1)S(N)(=O)=O)/C)/C)C